NC1=C(C(=C(C(=C1)C(F)(F)F)C1=CC(=CC=C1C(F)(F)F)O)N)O diamino-6,6'-bis(trifluoromethyl)-[1,1'-biphenyl]-3,3'-diol